7-(4-cyanopyridin-2-yl)-2,7-diazaspiro[3.5]nonane-2-carboxylic acid tert-butyl ester C(C)(C)(C)OC(=O)N1CC2(C1)CCN(CC2)C2=NC=CC(=C2)C#N